1-(4-(aminomethyl) phenyl)-4,6-dihydropyrrolo[3,4-c]pyrazole-5(1H)-carboxylate NCC1=CC=C(C=C1)N1N=CC2=C1CN(C2)C(=O)[O-]